CC1=CC=C(C=C1)S(=O)(=O)OCC(C)([N+](=O)[O-])C 2-methyl-2-nitropropyl 4-toluenesulfonate